5-allyl-6-methylpyridin-3-amine C(C=C)C=1C=C(C=NC1C)N